BrC=1N(N=C2C1N=C(N=C2)C=2C(=NC=CC2C2CC2)OC)COCC[Si](C)(C)C 3-bromo-5-(4-cyclopropyl-2-methoxypyridin-3-yl)-2-((2-(trimethylsilyl)ethoxy)methyl)-2H-pyrazolo[4,3-d]pyrimidine